5-methyltetrazole lithium [Li].CC1=NN=NN1